5-bromo-N-(isoxazol-3-yl)quinoline-8-carboxamide BrC1=C2C=CC=NC2=C(C=C1)C(=O)NC1=NOC=C1